N1(CCCCCC1)C=1N=C(C2=C(C=NNC2=O)N1)NC1=CC=C(C=C1)N1CC(CCC1)CCO 2-(Azepan-1-yl)-4-((4-(3-(2-Hydroxyethyl)piperidin-1-yl)phenyl)amino)pyrimido[4,5-d]pyridazin-5(6H)-on